Cl.C[C@H]1CN(C[C@H](O1)C)C1=CN=CC(=N1)C=1C=C2C=C(N=CC2=CC1)CN [6-[6-[(2S,6R)-2,6-dimethylmorpholin-4-yl]pyrazin-2-yl]-3-isoquinolinyl]methylamine hydrochloride